CSC1=NN2C(NC(=CC2C2=CC=CC=C2)C2=CC=CC=C2)=N1 2-methylthio-5,7-diphenyl-4,7-dihydro-(1,2,4)triazolo(1,5-a)pyrimidine